BrC=1C=C(C=C(C1)F)N(C1=NC2=NN=CN2C2=CN=CC(=C12)F)CC(F)F N-(3-bromo-5-fluoro-phenyl)-N-(2,2-difluoroethyl)-10-fluoro-2,4,5,7,12-pentazatricyclo[7.4.0.02,6]trideca-1(13),3,5,7,9,11-hexaen-8-amine